4-methoxy-3-(trifluoromethyl)benzaldehyde COC1=C(C=C(C=O)C=C1)C(F)(F)F